CC1=CC(=NC(=N1)SC)N1CCC2(C(N3[C@H](O2)CC[C@H]3C3=CC=CC=C3)=O)CC1 (5'S,7a'R)-1-[6-methyl-2-(methylsulfanyl)pyrimidin-4-yl]-5'-phenyltetrahydro-3'H-spiro[piperidine-4,2'-pyrrolo[2,1-b][1,3]oxazol]-3'-one